5,5'-sulfonyl-di-isophthalic acid S(=O)(=O)(C=1C=C(C=C(C(=O)O)C1)C(=O)O)C=1C=C(C=C(C(=O)O)C1)C(=O)O